6'-(((1S,3S)-3-((3H-Imidazo[4,5-b]pyridin-2-yl)amino)cyclopentyl)amino)-2H-[1,3'-bipyridin]-2-one N1=C(NC2=NC=CC=C21)N[C@@H]2C[C@H](CC2)NC2=CC=C(C=N2)N2C(C=CC=C2)=O